OC[C@H]1O[C@@H]([C@H]([C@H]([C@@H]1O)O)O)[C@H](C)C1=C(C=C(C=C1)C=1C=NC=C(C1)C(F)(F)F)C (2R,3S,4R,5S,6R)-2-(Hydroxymethyl)-6-((R)-1-(2-methyl-4-(5-(trifluoromethyl)pyridin-3-yl)phenyl)ethyl)tetrahydro-2H-pyran-3,4,5-triol